[C@@H]1([C@H](O)[C@@H](O)C=C(O1)C(=O)O)[C@@]([C@@H]([C@H](C=O)O)O)(O)[C@H](O)CO 4-(4-deoxy-α-L-threo-hex-4-enopyranosyluronic acid)-D-glucose